7-tert-butyl-1,3,5,9-tetrabromopyrene C(C)(C)(C)C=1C=C2C(=CC3=C(C=C(C4=CC(=C(C1)C2=C43)Br)Br)Br)Br